N,N-dimethyl-1-(2-dodecyloxy-5-ethyl-3-methoxyphenyl)methanamine N-oxide C[N+](CC1=C(C(=CC(=C1)CC)OC)OCCCCCCCCCCCC)(C)[O-]